1-(2,2-difluorocyclopropyl)-3-(5-((R)-2-(2,5-difluorophenyl)-4-oxopyrrolidin-1-yl)pyrazolo[1,5-a]pyrimidin-3-yl)thiourea FC1(C(C1)NC(=S)NC=1C=NN2C1N=C(C=C2)N2[C@H](CC(C2)=O)C2=C(C=CC(=C2)F)F)F